ClC1=CC(=C(CC2=C(OC3CCN(CC3)CC3=NC=4C(=NC(=CC4)C(=O)O)N3C[C@H]3OCC3)C=CC=C2)C=C1)F (S)-2-((4-(2-(4-Chloro-2-fluorobenzyl)phenoxy)piperidin-1-yl)methyl)-3-(oxetan-2-ylmethyl)-3H-imidazo[4,5-b]pyridine-5-carboxylic Acid